CN1N=CC(=C1)OCC1(CC1)NC(OC(C)(C)C)=O Tert-butyl (1-(((1-methyl-1H-pyrazol-4-yl)oxy)methyl)cyclopropyl)carbamate